O=C1NC(CCC1N1C(C2=CC=CC(=C2C1=O)NCCOCCOCCOC1=CC=C(C=C1)C1=CC(=CC(=N1)C=1OC=CC1)C1=CC=C(C=C1)C(=O)N)=O)=O 4-(6-{4-[(8-{[2-(2,6-dioxo-hexahydropyridin-3-yl)-1,3-dioxo-2,3-dihydro-1H-isoindol-4-yl]amino}-3,6-dioxaoct-1-yl)oxy]phenyl}-2-(furan-2-yl)pyridin-4-yl)benzene-1-carboxamide